ClC1=C(C(C(C1(F)F)(F)F)(F)F)Cl 1,2-dichlorohexafluoro-cyclopentene